tert-butyl N-[3-({2-chloro-5-[4-(trifluoromethyl)phenyl]pyrimidin-4-yl}amino)-4-fluorophenyl]carbamate ClC1=NC=C(C(=N1)NC=1C=C(C=CC1F)NC(OC(C)(C)C)=O)C1=CC=C(C=C1)C(F)(F)F